C(C)(C)(C)OC(N[C@@H](C(C)C)CNC1=NC(=NC=C1C#CC(OCC)OCC)Cl)=O N-[(1S)-1-[[[2-chloro-5-(3,3-diethoxyprop-1-ynyl)pyrimidin-4-yl]amino]methyl]-2-methyl-propyl]carbamic acid tert-butyl ester